(1R,8R,9R,10S,11S,12R,E)-4-(((tert-butyldimethylsilyl)oxy)methyl)-8-(((R)-tert-butylsulfinyl)amino)-13-oxa-2-thiabicyclo[7.3.1]tridec-5-en [Si](C)(C)(C(C)(C)C)OCC\1CS[C@@H]2CCC[C@H]([C@@H](C/C=C1)N[S@](=O)C(C)(C)C)O2